C1CC(C2=CC3(CC=C12)CC3)=O dihydrospiro[cyclopropane-1,5'-inden]-3'(6'H)-one